ClC1=C(C=CC(=C1)[N+](=O)[O-])NCC(O)C(C1=C(C=CC(=C1)Cl)O)=O N-(2-chloro-4-nitrophenyl)-2-hydroxy-5-chlorobenzoylethanolamine